4-[7-fluoro-3-{4-[(3-fluorobenzyl)oxy]-3-methoxybenzyl}-6-[2-fluoro-1-(fluoromethyl)ethoxy]-2,4-dioxo-3,4-dihydroquinazolin-1(2H)-yl]piperidine-1-carbaldehyde FC1=C(C=C2C(N(C(N(C2=C1)C1CCN(CC1)C=O)=O)CC1=CC(=C(C=C1)OCC1=CC(=CC=C1)F)OC)=O)OC(CF)CF